ethyl 3-fluoro-1-(3-methoxy-3-carbonylpropionylamino)-1H-pyrrole-2-carboxylate FC1=C(N(C=C1)NC(CC(=C=O)OC)=O)C(=O)OCC